1-(4-((4-((5-(furan-2-yl)-2-((1-methylazetidin-3-yl)oxy)phenyl)amino)-7-methoxyquinazolin-6-yl)oxy)piperidin-1-yl)prop-2-en-1-one O1C(=CC=C1)C=1C=CC(=C(C1)NC1=NC=NC2=CC(=C(C=C12)OC1CCN(CC1)C(C=C)=O)OC)OC1CN(C1)C